1-Tert-butoxycarbonyl-4-methoxy-2-methyl-pyrrolidine-2-carboxylic acid C(C)(C)(C)OC(=O)N1C(CC(C1)OC)(C(=O)O)C